C(C)(C)(C)[Si](OCC1CC=C(CC1)B1OC(C(O1)(C)C)(C)C)(C)C tert-butyl-dimethyl-[[4-(4,4,5,5-tetramethyl-1,3,2-dioxaborolan-2-yl)cyclohex-3-en-1-yl]methoxy]silane